5-(hydroxymethyl)-1-(6-nitropiperidin-2-yl)piperidin-2-one OCC1CCC(N(C1)C1NC(CCC1)[N+](=O)[O-])=O